N-(3,5-difluorobenzyl)-1-(6-(1,4-dimethyl-1H-pyrazol-5-yl)pyrimidin-4-yl)-N-ethylpiperidine-4-carboxamide FC=1C=C(CN(C(=O)C2CCN(CC2)C2=NC=NC(=C2)C2=C(C=NN2C)C)CC)C=C(C1)F